FC1(C(=C2C=CC(C=C2C(=C1)F)(O)C1=CC=C2C=NC(=NC2=C1)OCC1(CN(CCC1OC)C)C)C#C)F 6,8-difluoro-2-((4-methoxy-1,3-dimethylpiperidin-3-ylmethoxy)quinazolin-7-yl)-5-ethynyl-6-fluoronaphthalen-2-ol